rac-7-(4-azaspiro[2.5]oct-7-yl)-2-(2,8-dimethylimidazo[1,2-b]pyridazin-6-yl)pyrido[1,2-a]pyrimidin-4-one C1CC12NCC[C@H](C2)C=2C=CC=1N(C(C=C(N1)C=1C=C(C=3N(N1)C=C(N3)C)C)=O)C2 |r|